trimethoxysilylpropyl benzothiazolyl disulfide S1C(=NC2=C1C=CC=C2)SSCCC[Si](OC)(OC)OC